N-((4,6-dimethyl-2-oxo-1,2-dihydropyridin-3-yl)methyl)-6-(6-(4-(2-((1R,3S)-3,5-dimethyladamantane-1-carboxamido)ethyl)piperazin-1-yl)pyridin-3-yl)-1-isopropyl-1H-indazole-4-carboxamide CC1=C(C(NC(=C1)C)=O)CNC(=O)C=1C=2C=NN(C2C=C(C1)C=1C=NC(=CC1)N1CCN(CC1)CCNC(=O)C12C[C@@]3(CC(CC(C1)C3)(C2)C)C)C(C)C